(5R,7R)-5-(4-bromophenyl)-7-methyl-6-(2,2,2-trifluoroethyl)-5,6,7,8-tetrahydro-[1,3]dioxolo[4,5-g]isoquinoline BrC1=CC=C(C=C1)[C@H]1N([C@@H](CC=2C=C3C(=CC12)OCO3)C)CC(F)(F)F